C1(CC1)C=1C=NC(=NC1)N[C@@H]1CN(C[C@H]1OCC1=CC=C(C=C1)C(F)(F)F)C(=O)OC(C)(C)C tert-butyl (3R,4R)-3-(5-cyclopropylpyrimidin-2-ylamino)-4-(4-(trifluoromethyl)benzyloxy)pyrrolidine-1-carboxylate